(1S,9S)-9-ethyl-5-fluoro-9-hydroxy-4-methyl-10,13-dioxo-2,3,9,10,13,15-hexahydro-1H,12H-benzo[de]pyrano[3',4':6,7]indolizino[1,2-b]quinolin C(C)[C@]1(C(OCC=2C(N3CC=4C(=NC=5C=C(C(=C6C5C4CCC6)C)F)C3=CC21)=O)=O)O